(S)-((1-(5-(2-(Ethyl(isopropyl)carbamoyl)-4-fluorophenoxy)pyrimidin-4-yl)pyrrolidin-3-yl)methyl)carbamate C(C)N(C(=O)C1=C(OC=2C(=NC=NC2)N2C[C@@H](CC2)CNC([O-])=O)C=CC(=C1)F)C(C)C